FC1=C2NC(C=3N(C2=CC=C1)C(=NN3)C)(C)C 6-fluoro-1,4,4-trimethyl-4,5-dihydro-[1,2,4]triazolo[4,3-a]quinoxaline